2-(4-fluorophenyl)-6,6-dimethyl-3-(pyridin-4-yl)-6,7-dihydropyrazolo[1,5-a]pyrazin FC1=CC=C(C=C1)C1=NN2C(C=NC(C2)(C)C)=C1C1=CC=NC=C1